2-ethyl-3-tetrahydropyranyloxypyridin-4-one C(C)C1=NC=CC(C1OC1OCCCC1)=O